5-(difluoromethoxy)pyrazine-2-amine FC(OC=1N=CC(=NC1)N)F